N-ethylsulfonyl-N-phenylmethacrylamide C(C)S(=O)(=O)N(C(C(=C)C)=O)C1=CC=CC=C1